COC=1SC(=CN1)[Sn](CCCC)(CCCC)CCCC 2-methoxy-5-(tributylstannyl)thiazole